C(C)N1C[C@@H]([C@@H](CC1)NC1=CC=CC=2N1N=C(C2C=C)C#CCNC2=C(C=C(C(=O)NC)C=C2)OC)F 4-((3-(7-(((3S,4R)-1-ethyl-3-fluoropiperidin-4-yl)amino)-3-vinylpyrazolo[1,5-a]pyridin-2-yl)prop-2-yn-1-yl)amino)-3-methoxy-N-methylbenzamide